methyl (Z)-2-azido-3-(5-bromo-2-fluoro-phenyl)prop-2-enoate N(=[N+]=[N-])\C(\C(=O)OC)=C/C1=C(C=CC(=C1)Br)F